CC(C(=O)OCC(C)(C1=CC(=CC=C1)C(F)(F)F)NC(NC1=C(C=CC=C1CN1C(OC(=C1)C)=N)N)=S)(C)C 2-[({2-amino-6-[(2-imino-5-methyl-2,3-dihydro-1,3-oxazol-3-yl)methyl]phenyl}carbamothioyl)amino]-2-[3-(trifluoromethyl)phenyl]propyl 2,2-dimethylpropanoate